ClC=1C=CC(=C(C1)C1=CC(=CC=C1)OC)S(=O)(=O)N1CCC(CC1)(C(=O)N[C@@H](C)\C=C/S(=O)(=O)C)C (S,Z)-1-((5-chloro-3'-methoxy-[1,1'-biphenyl]-2-yl)sulfonyl)-4-methyl-N-(4-(methylsulfonyl)but-3-en-2-yl)piperidine-4-carboxamide